2-(4-chlorophenoxy)-1-(5-hydroxy-1,3-dimethyl-1H-pyrazol-4-yl)ethan-1-one ethyl-(R)-3-amino-2-fluoropropanoate hydrochloride Cl.C(C)OC([C@@H](CN)F)=O.ClC1=CC=C(OCC(=O)C=2C(=NN(C2O)C)C)C=C1